1-(4-methoxybenzyl)-3-(6-(pyridin-3-yloxy)spiro[3.3]hept-2-yl)urea COC1=CC=C(CNC(=O)NC2CC3(C2)CC(C3)OC=3C=NC=CC3)C=C1